5-((4-(N,S-dimethylsulfonimidoyl)-6,7-difluoro-1H-indol-5-yl)oxy)-2-fluorobenzimidamide CN=S(=O)(C)C1=C2C=CNC2=C(C(=C1OC=1C=CC(=C(C(N)=N)C1)F)F)F